2,4-PENTADIENAL C(C=CC=C)=O